N-(4-(((4-nitronaphthalen-1-yl)oxy)methyl)pyridin-2-yl)pyrazin-2-amine [N+](=O)([O-])C1=CC=C(C2=CC=CC=C12)OCC1=CC(=NC=C1)NC1=NC=CN=C1